CN1CCC=C1C 1,5-dimethyl-2,3-dihydro-1H-pyrrole